3-[6-amino-5-(2-chloro-3,6-difluoro-benzyloxy)-pyridin-3-yl]-N-(2-morpholin-4-yl-ethyl)-benzamide NC1=C(C=C(C=N1)C=1C=C(C(=O)NCCN2CCOCC2)C=CC1)OCC1=C(C(=CC=C1F)F)Cl